CN1N=CC(=C1)C=1N=C(C=2N(C1)N=CC2)OC2CN(C2)S(=O)(=O)\C=C/C (Z)-6-(1-methyl-1H-pyrazol-4-yl)-4-((1-(prop-1-en-1-ylsulfonyl)azetidin-3-yl)oxy)pyrazolo[1,5-a]pyrazine